C1C2=C(C3=C(O1)C=C(C=C3)O)OC4=C2C=CC(=C4)O anhydroglycinol